3-(3,5-Difluoro-2-methylpyridin-4-yl)-6-fluoro-1-benzothiophene-2-carboxylic acid FC=1C(=NC=C(C1C1=C(SC2=C1C=CC(=C2)F)C(=O)O)F)C